N1CC(CCC1)C#N piperidine-3-carbonitrile